NC=1C=C(C=C2C=C(N=CC12)NC(=O)[C@H]1[C@@H](C1)C#N)C=1C=NC(=CC1CC)OCC |r| (±)-trans-N-[8-amino-6-(6-ethoxy-4-ethyl-3-pyridyl)-3-isoquinolyl]-2-cyano-cyclopropanecarboxamide